C=C1COCC(=C1)C1=CC=CC=C1 3-methylene-5-phenyl-3,6-dihydropyran